N(=[N+]=[N-])[C@H]1[C@@H]([C@@H]([C@@H](O[C@@H]2[C@@H](OC(C)=O)[C@@H](OCC3=CC=CC=C3)[C@@H]([C@H](O2)C)N=[N+]=[N-])O[C@@H]1C)O)OCC1=CC=CC=C1 2-O-acetyl-4-azido-3-O-benzyl-4,6-dideoxy-alpha-D-mannopyranosyl-(1→2) 4-azido-3-O-benzyl-4,6-dideoxy-alpha-D-mannopyranoside